1-(3-((7-chloroquinolin-4-yl)amino)propyl)-N4-hydroxyterephthalamide ClC1=CC=C2C(=CC=NC2=C1)NCCCC1(C(=O)N)CC=C(C(=O)NO)C=C1